C1=CN=C2N1C1=CC=C(C=C1C=N2)O imidazo[1,2-a]quinazolin-7-ol